COC1=CC=C(C=N1)[C@@H](CC(=O)O)N1N=C(C=C1)CCCC=1C=CC2=C(NCCCC2)N1 |r| (±)-3-(6-methoxypyridin-3-yl)-3-(3-(3-(6,7,8,9-tetrahydro-5H-pyrido[2,3-b]azepin-2-yl)propyl)-1H-pyrazol-1-yl)propanoic acid